5-Hydroxy-2-(3-hydroxy-4-methoxyphenyl)-3,6,7-trimethoxy-4H-1-benzopyran-4-one OC1=C(C(=CC2=C1C(C(=C(O2)C2=CC(=C(C=C2)OC)O)OC)=O)OC)OC